7-(2-methyl-4-(4H-1,2,4-triazol-3-yl)phenyl)-3,4-dihydropyrazino[2,3-b]pyrazin-2(1H)-one hydrochloride Cl.CC1=C(C=CC(=C1)C1=NN=CN1)C1=CN=C2C(=N1)NC(CN2)=O